Benzoanthracen C1=CC=CC=2C=CC=3C=C4C=CC=CC4=CC3C21